(3S)-5-bromo-2-oxo-spiro[1H-pyrrolo[2,3-B]pyridine-3,6'-5,7-dihydrocyclopenta[c]pyridine]-3'-carboxylic acid isopropyl ester C(C)(C)OC(=O)C1=CC2=C(C=N1)C[C@]1(C2)C(NC2=NC=C(C=C21)Br)=O